C(C)(C)(C)P(C1=C(C=CC=C1)C1=C(C=C(C=C1C(C)C)C(C)C)C(C)C)C(C)(C)C 2-Di-tert-butylphosphino-2',4',6'-triisopropyl-biphenyl